FC1=C(C=C(C(=C1)C1=CC=C(C=C1)CC#N)F)C1=CC=C(C=C1)CC#N 2,2'-(2',5'-difluoro-[1,1':4',1''-terphenyl]-4,4''-diyl)diacetonitril